(2S,3S,4R,5S)-5-(4-aminopyrrolo[2,1-f][1,2,4]triazin-7-yl)-2-fluoro-2-(hydroxymethyl)tetrahydrofuran-3,4-diol NC1=NC=NN2C1=CC=C2[C@H]2[C@@H]([C@@H]([C@](O2)(CO)F)O)O